C(C)N(C(=O)[C@H]1N(C[C@@H](CC1)C1=CC=C(C=C1)C(F)(F)F)C1=CC=C(C=C1)C(N[C@@H](CO)C1=CC=C(C=C1)S(=O)(=O)CC)=O)CC (2S,5S)-N,N-diethyl-1-(4-(((R)-1-(4-(ethylsulfonyl)phenyl)-2-hydroxyethyl)carbamoyl)phenyl)-5-(4-(trifluoromethyl)phenyl)piperidine-2-carboxamide